4-iodo-2-(methoxymethoxy)-1-nitrobenzene IC1=CC(=C(C=C1)[N+](=O)[O-])OCOC